2-(3-Fluoro-4-hydroxyphenyl)acetic acid methyl ester COC(CC1=CC(=C(C=C1)O)F)=O